C(#N)C=1C=C(C=NC1N1N=CC=N1)NC(=O)C=1C=NN(C1C(F)(F)F)C1=CC=CC=2N1N=C(N2)C N-(5-Cyano-6-(2H-1,2,3-triazol-2-yl)pyridin-3-yl)-1-(2-methyl-[1,2,4]-triazolo[1,5-a]pyridin-5-yl)-5-(trifluoromethyl)-1H-pyrazol-4-carboxamid